4,4-dimethylisoquinoline-1,3(2H,4H)-dione CC1(C(NC(C2=CC=CC=C12)=O)=O)C